CN1C(SCN(C1)C)=S 3,5-dimethyl-1,3,5-thiadiazine-2-thione